1,3-bis(3-isocyanato-4-methylphenyl)-1,3-diazetidine-2,4-dione N(=C=O)C=1C=C(C=CC1C)N1C(N(C1=O)C1=CC(=C(C=C1)C)N=C=O)=O